(S)-6'-bromo-8-(difluoromethoxy)-3',3',5'-trifluoro-6-(trifluoromethyl)-2'H,3H-spiro[imidazo[1,2-a]pyridine-2,1'-naphthalen] BrC=1C(=C2CC(C[C@@]3(C2=CC1)N=C1N(C=C(C=C1OC(F)F)C(F)(F)F)C3)(F)F)F